6-((1H-indazol-4-yl)methyl)-2-((1H-pyrazol-5-yl)methyl)-3,4-dimethyl-4,6-dihydroimidazo[4',5':4,5]pyrrolo[2,3-d]pyridazin-5(3H)-one N1N=CC2=C(C=CC=C12)CN1N=CC2=C(C1=O)N(C1=C2N=C(N1C)CC1=CC=NN1)C